ClC1=NC=C(C=C1C1=CC=2N(C=C1)N=C(N2)N)C=2C=NN(C2)C(C(F)(F)F)C2=CC=C(C=C2)F 7-(2-chloro-5-(1-(2,2,2-trifluoro-1-(4-fluorophenyl)ethyl)-1H-pyrazol-4-yl)pyridin-3-yl)-[1,2,4]triazolo[1,5-a]pyridin-2-amine